m-{2-amino-6-[1-({6-[(methylsulfonylamino)methyl]-2-pyridinyl}methyl)-1H-1,2,3-triazol-4-yl]-4-pyrimidinyl}benzonitrile NC1=NC(=CC(=N1)C=1C=C(C#N)C=CC1)C=1N=NN(C1)CC1=NC(=CC=C1)CNS(=O)(=O)C